tert-Butyl (5-((2,6-dioxopiperidin-3-yl)amino)-2-fluorophenyl)carbamate O=C1NC(CCC1NC=1C=CC(=C(C1)NC(OC(C)(C)C)=O)F)=O